4-[5-(4-chlorophenyl)-1-[2-(trifluoromethyl)phenyl]pyrrol-2-yl]-N-[2-(dimethylamino)ethyl]benzamide hydrochloride Cl.ClC1=CC=C(C=C1)C1=CC=C(N1C1=C(C=CC=C1)C(F)(F)F)C1=CC=C(C(=O)NCCN(C)C)C=C1